BrC=1N(C=CN1)COCC[Si](C)(C)C 2-bromo-1-{[2-(trimethylsilyl)ethoxy]methyl}imidazole